BrC1=CC(N(C=C1C1=CC=C(C=C1)CBr)C)=O 4-bromo-5-(4-(bromomethyl)phenyl)-1-methylpyridin-2(1H)-one